2-((6-amino-8-bromo-9H-purine-2-yl)oxy)ethane-1-ol NC1=C2N=C(NC2=NC(=N1)OCCO)Br